FC1(OC2=C(O1)C=CC(=C2)/C=C/C(=O)N2CCN(CC2)C(=O)C2=NN(C=C2)CCO)F (E)-3-(2,2-difluorobenzo[d][1,3]dioxol-5-yl)-1-(4-(1-(2-hydroxyethyl)-1H-pyrazole-3-carbonyl)piperazin-1-yl)prop-2-en-1-one